1-[(2R,3R,4R,5R)-3,4-dihydroxy-5-hydroxymethyl-oxazin-2-yl]-1,2,4-triazole-3-carboxamide OC=1N(OC=C(C1O)CO)N1N=C(N=C1)C(=O)N